7-Methylinosin C[N+]1=CN([C@H]2[C@H](O)[C@H](O)[C@@H](CO)O2)C=2N=CN=C(C12)O